N-(3,4-dimethoxyphenyl)-7-(4-fluorophenyl)pyrazolo[1,5-a]pyrimidine-2-carboxamide COC=1C=C(C=CC1OC)NC(=O)C1=NN2C(N=CC=C2C2=CC=C(C=C2)F)=C1